(R)-4-(3H-[1,2,3]triazolo[4,5-b]pyridin-3-yl)-2-fluoro-N-(8-methyl-6-(pyridin-3-yl)isoquinolin-1-yl)-N-(piperidin-3-yl)benzamide N1=NN(C2=NC=CC=C21)C2=CC(=C(C(=O)N([C@H]1CNCCC1)C1=NC=CC3=CC(=CC(=C13)C)C=1C=NC=CC1)C=C2)F